N=1N(N=C2C1C=CC=C2)C2=C(NCC1=CC=CC=C1)C=CC=C2 2-(2H-1,2,3-benzotriazole-2-yl)-N-benzylaniline